C(C)(=O)OCC(O)COC(C)=O glycerol 1,3-diacetate